ClC=1C=C2C(=NC=NC2=C(C1)S(=O)(=O)C(F)(F)F)O 6-chloro-8-(trifluoromethylsulfonyl)quinazolin-4-ol